NC1=NNC2=C1C(=NC=C2C2=NC=C(C=C2)CN2CCOCC2)C2=CC=C(CNC(C1=C(C=CC(=C1)F)OC)=O)C=C2 N-(4-(3-amino-7-(5-(morpholinomethyl)pyridin-2-yl)-1H-pyrazolo[4,3-c]pyridin-4-yl)benzyl)-5-fluoro-2-methoxybenzamide